C(C)C1=CC=C(C=N1)C1=NN2C(N=CC=C2)=C1C(=O)N[C@@H]1C(NC2=C(C(=N1)C1=CC=CC=C1)C=CC=C2)=O 2-(6-Ethylpyridin-3-yl)-N-[(3S)-2-oxo-5-phenyl-1,3-dihydro-1,4-benzodiazepin-3-yl]pyrazolo[1,5-a]-pyrimidine-3-carboxamide